2-(2-(3-bromo-2-fluorobenzyl)-2,5-dihydro-1H-pyrrol-1-yl)-1-phenyl-2λ2-ethan-1-one BrC=1C(=C(CC2N(CC=C2)[C]C(=O)C2=CC=CC=C2)C=CC1)F